N-(4-fluoro-3-((5-(4-fluoro-2-(trifluoromethyl)phenyl)-2-((1-methyl-1H-pyrazol-4-yl)amino)pyrimidin-4-yl)amino)phenyl)acrylamide FC1=C(C=C(C=C1)NC(C=C)=O)NC1=NC(=NC=C1C1=C(C=C(C=C1)F)C(F)(F)F)NC=1C=NN(C1)C